NC1=C2N=CN(C2=NC(=N1)Cl)[C@H]1[C@H]([C@@H]([C@H](O1)COC(C(=O)O)(C(=O)O)CC=1SC2=C(N1)C=CC=C2)O)F 2-(((2R,3R,4S,5R)-5-(6-amino-2-chloro-9H-purin-9-yl)-4-fluoro-3-hydroxytetrahydrofuran-2-yl)methoxy)-2-(benzo[d]thiazol-2-ylmethyl)malonic acid